3-ethyl-2-hydroxycyclopent-2-en-1-one C(C)C1=C(C(CC1)=O)O